2,2,3,5-tetramethylhexanoic acid CC(C(=O)O)(C(CC(C)C)C)C